2-(4-fluorophenyl)-6-(trifluoromethyl)imidazo[1,2-a]pyridine FC1=CC=C(C=C1)C=1N=C2N(C=C(C=C2)C(F)(F)F)C1